ethyl 2-bromo-6H-thieno[2,3-b]pyrrole-5-carboxylate BrC1=CC2=C(NC(=C2)C(=O)OCC)S1